FC1=CC(=C(C=2C=3C(C(NC12)(C)C)=CN(N3)S(=O)(=O)C)C)C3=C1C=CN(C1=CC(=C3)F)S(=O)(=O)C 6-fluoro-8-(6-fluoro-1-(methylsulfonyl)-1H-indol-4-yl)-4,4,9-trimethyl-2-(methylsulfonyl)-4,5-dihydro-2H-pyrazolo[4,3-c]quinoline